(S)-8-(2-amino-6-((R)-2,2,2-trifluoro-1-(4'-methoxy-3-(3-methyl-1H-pyrazol-1-yl)-[1,1'-biphenyl]-4-yl)ethoxy)pyrimidin-4-yl)-2,8-diazaspiro[4.5]decane-3-carboxylic acid NC1=NC(=CC(=N1)N1CCC2(C[C@H](NC2)C(=O)O)CC1)O[C@@H](C(F)(F)F)C1=C(C=C(C=C1)C1=CC=C(C=C1)OC)N1N=C(C=C1)C